Perfluorobutyl-formaldehyde FC(=O)C(C(C(C(F)(F)F)(F)F)(F)F)(F)F